C1(CC1)N1C(C(C=2C1=CC=1C(=NN=C(C1C2)C)N[C@H](C)C2=C(C(=CC=C2)C(CO)(F)F)F)(C)C)=O 1-cyclopropyl-3,3,5-trimethyl-8-[[(1R)-1-[3-(1,1-difluoro-2-hydroxy-ethyl)-2-fluoro-phenyl]ethyl]amino]pyrrolo[2,3-g]phthalazin-2-one